CN([S@@](=O)C(C)(C)C)[C@H]1[C@@H]2[C@H](C=3C=C(C=CC13)C(F)(F)F)C2 |&1:9,10| (S)-N,2-dimethyl-N-((1aRS,6S,6aSR)-3-(trifluoromethyl)-1,1a,6,6a-tetrahydrocyclopropa[a]inden-6-yl)propane-2-sulfinamide